N-[2-(1,1-dimethylethoxycarbonylamino)ethyl]-5-[(5-fluoro-2-oxoindol-3-ylidene)methyl]-2,4-dimethyl-1H-pyrrole-3-carboxamide CC(C)(OC(=O)NCCNC(=O)C1=C(NC(=C1C)C=C1C(NC2=CC=C(C=C12)F)=O)C)C